2,6-dimethoxybenzoyl-benzyloctyl-phosphine oxide COC1=C(C(=O)P(CCCCCCCC)(CC2=CC=CC=C2)=O)C(=CC=C1)OC